ethyl (2-tolyl) disulfide C1(=C(C=CC=C1)SSCC)C